FC=1C=C2C(=NC1)CN(C2)C(=O)NC2=CC=C(C=C2)C=2CCN(CC2)C(C(C)(C)O)=O 3-FLUORO-N-(4-(1-(2-HYDROXY-2-METHYL-PROPANOYL)-1,2,3,6-TETRAHYDROPYRIDIN-4-YL)PHENYL)-5,7-DIHYDRO-6H-PYRROLO[3,4-B]PYRIDINE-6-CARBOXAMIDE